methyl trans-4-[(6-cyanopyrrolo[3,2-b]pyridin-1-yl)methyl]cyclohexanecarboxylate C(#N)C=1C=C2C(=NC1)C=CN2C[C@@H]2CC[C@H](CC2)C(=O)OC